N1=C(C=CC=C1)C=1C=C(C=C(C1)C1=NC=CC=C1)NC(C1=CC(=C(C(=C1)OCCCCCCCCCCCC)OCCCCCCCCCCCC)OCCCCCCCCCCCC)=O N-(3,5-bis(pyridin-2-yl)phenyl)-3,4,5-tris(dodecyloxy)benzamide